methyl 4-hydroxy-3,5-dimethoxyphenylpropionate OC1=C(C=C(C=C1OC)C(C(=O)OC)C)OC